C(C)(C)(C)OC(CN1CCC(CC1)=O)=O 2-(4-oxo-1-piperidinyl)acetic acid tert-butyl ester